COC[C@@H](C)NC1=NC(=CC2=C1N=C(N=C2)S(=O)C)C#N 8-(((R)-1-methoxypropan-2-yl)amino)-2-(methylsulfinyl)pyrido[3,4-d]pyrimidine-6-carbonitrile